(R)-N-((5S)-1'-(4-amino-6-cyano-5-(2,3-dichlorophenyl)pyrimidin-2-yl)-5,7-dihydrospiro[cyclopenta[b]pyridine-6,4'-piperidine]-5-yl)-2-methylpropane-2-sulfinamide NC1=NC(=NC(=C1C1=C(C(=CC=C1)Cl)Cl)C#N)N1CCC2(CC1)[C@@H](C=1C(=NC=CC1)C2)N[S@](=O)C(C)(C)C